ClC1=NC=C(C(=N1)C=1C=NN(C1)C1(CC1)C#N)C1=CN=CO1 1-{4-[2-chloro-5-(1,3-oxazol-5-yl)pyrimidin-4-yl]pyrazol-1-yl}cyclopropane-1-carbonitrile